CC(C)(C)[O-].[K+] Potassium tert.butoxide